C[SiH2]O methyl-hydroxysilane